4-chloro-3,4'-diaminobenzanilide ClC1=C(C=C(C(=O)NC2=CC=C(C=C2)N)C=C1)N